racemic-1-(2-(3-oxo-3-(cis-4-(5-(trifluoromethyl)pyrimidin-2-yl)hexahydropyrrolo[3,2-b]pyrrol-1(2H)-yl)propoxy)ethyl)-3-(trifluoromethyl)-1,5-dihydro-4H-pyrazolo[3,4-d]pyridazin-4-one O=C(CCOCCN1N=C(C2=C1C=NNC2=O)C(F)(F)F)N2[C@@H]1[C@H](CC2)N(CC1)C1=NC=C(C=N1)C(F)(F)F |r|